1-(tert-Butyl)-3-(3-chloro-6-(methoxymethyl)-1H-indol-2-yl)-1H-pyrazolo[3,4-d]pyrimidin-4-amine C(C)(C)(C)N1N=C(C=2C1=NC=NC2N)C=2NC1=CC(=CC=C1C2Cl)COC